FC1=CC=C(C=C1)C=1C(=CC=CC1)S(=O)(=O)C1=CC=C(C=C1)NC(=O)NCC=1C=NNC1 1-[4-(4'-Fluoro-biphenyl-2-sulfonyl)-phenyl]-3-(1H-pyrazol-4-ylmethyl)-urea